(S)-2'-(1H-1,3-benzodiazol-2-yl)-6'-chloro-4-[(1-cyclohexylbutyl)carbamoyl]-[1,1'-biphenyl]-2-carboxylic acid N1C(=NC2=C1C=CC=C2)C2=C(C(=CC=C2)Cl)C=2C(=CC(=CC2)C(N[C@@H](CCC)C2CCCCC2)=O)C(=O)O